CN1CCC(CC1)N1N=CC(=C1)C1=C(C(=O)N)C=CC=N1 (1-(1-methylpiperidin-4-yl)-1H-pyrazol-4-yl)nicotinamide